6-(3-(2-hydroxyethylamino)propylamino)-8-methoxy-12H-thiochromeno[2,3-c]quinolin-12-one OCCNCCCNC1=NC2=CC=CC=C2C2=C1SC=1C(=CC=CC1C2=O)OC